C(C=C)(=O)OC(CC)O 1-Hydroxypropyl acrylate